Ethyl (R)-1-((4-(piperazin-1-ylsulfonyl)phenyl)sulfonyl)piperidine-3-carboxylate N1(CCNCC1)S(=O)(=O)C1=CC=C(C=C1)S(=O)(=O)N1C[C@@H](CCC1)C(=O)OCC